1,1,3,3,5,5,7,7,9,9-decamethyl-pentasiloxane C[SiH](O[Si](O[Si](O[Si](O[SiH](C)C)(C)C)(C)C)(C)C)C